2-[2-(aminomethyl)-3,3-difluoro-allyl]-4-[(5-bromo-3-methyl-2-thienyl)methyl]-1,2,4-triazol-3-one NCC(CN1N=CN(C1=O)CC=1SC(=CC1C)Br)=C(F)F